Cl.N1=CC(=CC=C1)CCCOC=1C=C2C(NC(=NC2=CC1)C1=CC2=C(C=N1)C=CS2)=O 6-(3-pyridin-3-yl-propoxy)-2-thieno[3,2-c]pyridin-6-yl-3H-quinazolin-4-one hydrochloride